FC1=CC(=C(N)C=C1)O[C@@H]1COCCC1 4-fluoro-2-[(3S)-tetrahydropyran-3-yl]Oxy-aniline